[Li].O1C(=NC2=C1C=CC=C2)C2=C(C=CC=C2)O 2-(2-benzoxazolyl)-phenol lithium salt